3-methacryloxypropyltrimeth-oxysilane C(C(=C)C)(=O)OCCC[Si](OC)(OC)OC